C(CCCCCCCCCCCCCCCCCCCCC)(=O)O.C(CCCCCCCCCCCCCCCCCCCCC)(=O)O Behenic Acid Behenate